ClC1=NN2C(N=CC3=C2C(CC3C(=O)NC=3NC(C(=C(C3)C(F)F)N3N=CC=N3)=O)(C)C)=C1 2-chloro-N-(4-(difluoromethyl)-6-oxo-5-(2H-1,2,3-triazol-2-yl)-1,6-dihydropyridin-2-yl)-8,8-dimethyl-7,8-dihydro-6H-cyclopenta[e]pyrazolo[1,5-a]pyrimidine-6-carboxamide